CC1=C(OC=2CCC3=CN(N=C3C21)C[C@H]2OCCC2)C(=O)NC[C@H]2OCCC2 8-Methyl-N,2-bis[(2S)-tetrahydrofuran-2-ylmethyl]-4,5-dihydro-2H-furo[2,3-g]indazole-7-carboxamide